ClC1=C(C=CC=C1F)C=1C(=NN2C1C=CC=C2)C(=O)N2[C@H](CC1(CN(C1)C(C=C)=O)CC2)C (S)-1-(7-(3-(2-chloro-3-fluorophenyl)pyrazolo[1,5-a]pyridine-2-carbonyl)-6-methyl-2,7-diazaspiro[3.5]nonan-2-yl)prop-2-en-1-one